N1C=CC2=C(C=CC=C12)NC1=NC=NC(=C1C(=O)NC1=CC=C(C=C1)N1CCN(CC1)C)OC 4-((1H-Indol-4-yl)amino)-6-methoxy-N-(4-(4-methylpiperazin-1-yl)phenyl)pyrimidine-5-carboxamide